(S)-N-(1-phenyl-3-sulfamoylpropyl)-5-(4-(trifluoromethyl)phenyl)-3,4-dihydroisoquinoline-2(1H)-carboxamide C1(=CC=CC=C1)[C@H](CCS(N)(=O)=O)NC(=O)N1CC2=CC=CC(=C2CC1)C1=CC=C(C=C1)C(F)(F)F